(4-(trifluoromethoxy)phenethyl)-4-(trifluoromethyl)nicotinamide vinyl-pyruvate (acetate) C(C)(=O)O.C(=C)CC(C(=O)O)=O.FC(OC1=CC=C(CCC2=C(C(=O)N)C(=CC=N2)C(F)(F)F)C=C1)(F)F